(2R,3S,5R)-5-(2-chloro-6-heptanamido-9H-purin-9-yl)-2-ethynyl-2-(hydroxymethyl)tetrahydrofuran-3-yl 3-(2-acetoxy-4,6-dimethylphenyl)-3-methylbutanoate C(C)(=O)OC1=C(C(=CC(=C1)C)C)C(CC(=O)O[C@@H]1[C@](O[C@H](C1)N1C2=NC(=NC(=C2N=C1)NC(CCCCCC)=O)Cl)(CO)C#C)(C)C